OCCC1C[C@@H](N([C@@H](C1)C)C(=O)OC(C)(C)C)C Tert-butyl (2S,6R)-4-(2-hydroxyethyl)-2,6-dimethylpiperidine-1-carboxylate